OC[C@@H]1CN(CCN1)C=1C=C2CN3[C@@H](C2=CC1)CN(C[C@H]3C)C3=C1C=CC=NC1=C(C=C3)C#N 5-[(4R,10bS)-8-[(3S)-3-(hydroxymethyl)piperazin-1-yl]-4-methyl-3,4,6,10b-tetrahydro-1H-pyrazino[2,1-a]isoindol-2-yl]quinoline-8-carbonitrile